C(C)(C)(C)[C@H]1N2C(C=3N(N=C4C(=CC=CC34)OCCCOC)C1)=CC(C(=C2)C(=O)OCC)=O ethyl (R)-6-(tert-butyl)-10-(3-methoxypropoxy)-2-oxo-6,7-dihydro-2H-pyrido[2',1':3,4]pyrazino[1,2-b]indazole-3-carboxylate